2-[(3-fluorobenzoyl)amino]pyridine-3-carboxamide FC=1C=C(C(=O)NC2=NC=CC=C2C(=O)N)C=CC1